N-[[4-[6-[4-[[4-[4-[(2,6-dioxo-3-piperidyl)amino]phenyl]-1-piperidyl]methyl]phenyl]pyrrolo[2,1-f][1,2,4]triazin-4-yl]-2-methyl-phenyl]methyl]-3,4-difluoro-benzamide O=C1NC(CCC1NC1=CC=C(C=C1)C1CCN(CC1)CC1=CC=C(C=C1)C=1C=C2C(=NC=NN2C1)C1=CC(=C(C=C1)CNC(C1=CC(=C(C=C1)F)F)=O)C)=O